2-(2-Carboxypropan-2-yl)benzoic acid C(=O)(O)C(C)(C)C1=C(C(=O)O)C=CC=C1